1-acetyl-4-[8-cyclopropyl-2-methyl-4-({(1R)-1-[2-methyl-3-(trifluoromethyl)phenyl]ethyl}amino)pyrido[3,4-d]pyrimidin-6-yl]-1,4lambda5-azaphosphinan-4-one C(C)(=O)N1CCP(CC1)(=O)C1=CC2=C(N=C(N=C2N[C@H](C)C2=C(C(=CC=C2)C(F)(F)F)C)C)C(=N1)C1CC1